ClC1=C2C(=CN=CC2=CC=C1)C1=C(C=C2C(=NC(=NC2=C1F)OC[C@H]1N(CCC1)C)N1[C@@H]2CCN([C@@H]2C1)C(C(=C)F)=O)F 1-((1R,5R)-6-(7-(5-chloroisoquinolin-4-yl)-6,8-difluoro-2-(((S)-1-methylpyrrolidin-2-yl)methoxy)quinazolin-4-yl)-2,6-diazabicyclo[3.2.0]hept-2-yl)-2-fluoroprop-2-en-1-one